FC1=CC=C(CC2=CC3=C(OCCN3C(CN3[C@H](CN[C@@H](C3)C)CN3[C@@H](COCC3)C)=O)N=C2CO)C=C1 1-(7-(4-fluorobenzyl)-6-(hydroxymethyl)-2,3-dihydro-1H-pyrido[2,3-b][1,4]oxazin-1-yl)-2-((2R,5R)-5-methyl-2-(((R)-3-methylmorpholino)methyl)piperazin-1-yl)ethan-1-one